COC=1C2=C(N=C(N1)NC1=CC=C(C=C1)CN1CCN(CC1)C)NC=C2C2=CC(=C(C(=C2)OC)OC)OC 4-methoxy-N-(4-((4-methylpiperazin-1-yl)methyl)phenyl)-5-(3,4,5-trimethoxyphenyl)-7H-pyrrolo[2,3-d]pyrimidin-2-amine